tertbutanthiol C(C)(C)(C)S